O(S(=O)(=O)C(F)(F)F)C1=CC2=C(OCO2)C=C1[Si](C)(C)C 6-(Trimethylsilyl)-2H-1,3-benzodioxol-5-yl triflate